11-(1-(2,6-dioxopiperidin-3-yl)-3-methyl-2-oxo-2,3-dihydro-1H-benzo[d]imidazol-5-yl)undecanal O=C1NC(CCC1N1C(N(C2=C1C=CC(=C2)CCCCCCCCCCC=O)C)=O)=O